9,10-bis(isopropoxycarbonylhexadecyleneoxy)anthracene C(C)(C)OC(=O)CCCCCCCCCCCCCCCCOC=1C2=CC=CC=C2C(=C2C=CC=CC12)OCCCCCCCCCCCCCCCCC(=O)OC(C)C